C(C)(C)(C)C1=NC=C(C(=N1)OC1=CC=CC=C1)C(=O)NC(C=CS(=O)(=O)C)C1CC1 2-(tert-butyl)-N-(1-cyclopropyl-3-(methylsulfonyl)allyl)-4-phenoxypyrimidine-5-carboxamide